FC(C1=NN(C(=C1)C(F)F)C1=NC(=CC=C1C(C)=O)Cl)F 1-[2-[3,5-bis(difluoromethyl)pyrazol-1-yl]-6-chloro-3-pyridyl]ethanone